C(C)OC(=O)C=1C=NN2C1C(=CC=C2OC)CO 4-(hydroxymethyl)-7-methoxypyrazolo[1,5-a]pyridine-3-carboxylic acid ethyl ester